8-(1-(difluoromethyl)-1H-pyrazol-3-yl)-2-fluoro-8-methyl-7,8-dihydro-6H-cyclopenta[e]pyrazolo[1,5-a]pyrimidine-6-carboxylic acid FC(N1N=C(C=C1)C1(CC(C=2C=NC=3N(C21)N=C(C3)F)C(=O)O)C)F